Selenophen-1-amine [SeH]1(C=CC=C1)N